C(C)(C)(C)C1=NC2=C(N1C(=O)C1=CC(=CC=C1)Cl)C=CC=C2 (2-(tert-Butyl)-1H-benzo[d]imidazol-1-yl)(3-chlorophenyl)methanone